5-bromo-3,3-diethyl-7-fluoro-2-methyl-3H-indole BrC=1C=C2C(C(=NC2=C(C1)F)C)(CC)CC